P(OC1=CC=CC=C1)(=S)(Cl)Cl phenyl dichlorophosphorothioate